ClC1=NC(=NC=C1)NCCCO 3-((4-Chloropyrimidin-2-yl)amino)propan-1-ol